methacryloyl-triethylene glycol monomethyl ether COC(COCCOCCO)C(C(=C)C)=O